C1(=CC=C(C=C1)C(=O)Cl)C1=CC=C(C=C1)C(=O)Cl biphenyl-4,4'-dicarbonyl dichloride